CN(C1(CCC1)CNC1=NC(=NC=2C(=C(C3=C(C12)C=C(O3)C)C3=CC(=CC1=CC=CC=C31)O)F)OC[C@]31CCCN1C[C@@H](C3)F)C 4-(1-(((1-(dimethylamino)cyclobutyl)methyl)amino)-5-fluoro-3-(((2R,7aS)-2-fluorotetrahydro-1H-pyrrolizin-7a(5H)-yl)methoxy)-8-methylfuro[3,2-f]quinazolin-6-yl)naphthalen-2-ol